ClC=1C=C(C(=NC1)N1C([C@H](N(C(C1)=O)CC1=CC(=C(C=C1)F)Cl)C1COC1)=O)C (R)-1-(5-chloro-3-methyl-pyridin-2-yl)-4-(3-chloro-4-fluorobenzyl)-3-(oxetan-3-yl)piperazine-2,5-dione